Ethyl 4-(bicyclo[1.1.1]pentan-1-ylamino)-2-chloropyrimidine-5-carboxylate C12(CC(C1)C2)NC2=NC(=NC=C2C(=O)OCC)Cl